[Si](C)(C)(C(C)(C)C)O[C@@H](CNC(OC(C)(C)C)=O)C=1C=NC=CC1 |r| rac-tert-Butyl [2-{[tert-butyl(dimethyl)silyl]oxy}-2-(pyridin-3-yl)ethyl]carbamate